ClC1=C2C(=NC=C1C(OC)OC)N(C(=C2)C=2C=NN(C2)C)S(=O)(=O)C2=CC=CC=C2 4-chloro-5-(dimethoxymethyl)-2-(1-methyl-1H-pyrazol-4-yl)-1-(phenylsulfonyl)-1H-pyrrolo[2,3-b]pyridine